N=1C=CN2C1C=CC(=C2)C2=CNC=1N=C(N=C(C12)OC)NC1CCN(CC1)C(C)=O 1-(4-((5-(imidazo[1,2-a]pyridin-6-yl)-4-methoxy-7H-pyrrolo[2,3-d]pyrimidin-2-yl)amino)piperidin-1-yl)ethan-1-one